CC(CC)S(=O)(=O)C(=[N+]=[N-])S(=O)(=O)C(CC)C bis(1-methylpropylsulfonyl)diazomethane